2-Hydroxy-3-methyl-2-cyclopentenone OC=1C(CCC1C)=O